3-[2-(2-sulfanylethylperoxymethyl)-3-(3-sulfanylpropoxy)-2-(3-sulfanylpropoxymethyl)propoxy]propane-1-thiol SCCOOCC(COCCCS)(COCCCS)COCCCS